N-(n-butyl)-N-methylpyrrolidinium C(CCC)[N+]1(CCCC1)C